CC1=CC=C(C=2C3=C(NC12)CCN(C3)C(=O)C3=NNC(=C3)C(F)(F)F)C (6,9-dimethyl-1,3,4,5-tetrahydropyrido[4,3-b]indol-2-yl)-[5-(trifluoromethyl)-1H-pyrazol-3-yl]methanone